1-oxa-4-azaspiro[5.5]undecan-5-one O1CCNC(C12CCCCC2)=O